(S)-Ethyl 2-(3-(3-(5-((Dicyclopropylmethyl)Carbamoyl)Oxazol-2-Yl)Phenyl)-1-(2-Hydroxy-2-Methylpropyl)-1H-Pyrazole-5-Carboxamido)-3-Methylbutanoate C1(CC1)C(C1CC1)NC(=O)C1=CN=C(O1)C=1C=C(C=CC1)C1=NN(C(=C1)C(=O)N[C@H](C(=O)OCC)C(C)C)CC(C)(C)O